S(C1=C(C=CC(=C1O)C(C)(C)C)C)C1=C(C=CC(=C1O)C(C)(C)C)C thiobis(6-tert-butyl-m-cresol)